(R)-N-(6-(1-methyl-1H-imidazol-5-yl)isoquinolin-3-yl)pyrrolidine-2-carboxamide CN1C=NC=C1C=1C=C2C=C(N=CC2=CC1)NC(=O)[C@@H]1NCCC1